C1=CC=C2C(=C1)C=CC3=C2C4=CC=CC=C4C=C3 The molecule is an ortho-fused polycyclic arene resulting from the symmetrical fusion of the C1-C2 bonds of two naphthalene units. It is a benzenoid aromatic compound and an ortho-fused polycyclic arene.